6-(difluoromethyl)-4-[2-(5-fluoro-2-pyridinyl)-5,6-dihydro-4H-pyrrolo[1,2-b]pyrazol-3-yl]-1H-pyrazolo[3,4-b]pyridine FC(C1=CC(=C2C(=N1)NN=C2)C2=C1N(N=C2C2=NC=C(C=C2)F)CCC1)F